BrC1=CC(NC=C1)=O 4-bromo-2-oxopyridine